N-((S)-1-(((R)-4-(cyclopropylamino)-3,4-dioxo-1-((S)-2-oxopyrrolidin-3-yl)butan-2-yl)amino)-4-methyl-1-oxopentan-2-yl)-9-hydroxy-9H-fluorene-9-carboxamide C1(CC1)NC(C([C@@H](C[C@H]1C(NCC1)=O)NC([C@H](CC(C)C)NC(=O)C1(C2=CC=CC=C2C=2C=CC=CC12)O)=O)=O)=O